C[C@@]12CCC/C(/[C@@H]2CC[C@@H]1[C@H](C)CCN1C[C@@H](OCC1)C)=C\C=C\1/C([C@@H](C[C@@H](C1)O)O)=C (1R,3R,Z)-5-(2-((1R,3aS,7aR,E)-7a-methyl-1-((R)-4-((S)-2-methylmorpholino)butane-2-yl)octahydro-4H-inden-4-ylidene)ethylidene)-4-methylenecyclohexane-1,3-diol